3-cyclobutyl-5-[2-(2-morpholin-4-yl-ethoxy)-benzyl]-1,6-dihydro-pyrazolo[4,3-d]pyrimidin-7-one C1(CCC1)C1=NNC2=C1N=C(NC2=O)CC2=C(C=CC=C2)OCCN2CCOCC2